4-(2-(2,4-dimethyl-5-((perfluorophenyl)methyl)phenoxy)ethyl)morpholine CC1=C(OCCN2CCOCC2)C=C(C(=C1)C)CC1=C(C(=C(C(=C1F)F)F)F)F